ClC1=C(C=C(OCC(=O)N[C@@H]2CC[C@H](CC2)CNC(C2=NC(=CC=C2)OC)=O)C=C1)F trans-N-((4-(2-(4-chloro-3-fluorophenoxy)acetamido)cyclohexyl)methyl)-6-methoxypicolinamide